C(C1=CC=CC=C1)C=1C(=NC=CC1)C1=NC=CC=C1 benzyl-2,2'-bipyridine